3-(5-((2-cyclopentylbenzyl)amino)-2-methyl-4-oxoquinazolin-3(4H)-yl)piperidine-2,6-dione C1(CCCC1)C1=C(CNC2=C3C(N(C(=NC3=CC=C2)C)C2C(NC(CC2)=O)=O)=O)C=CC=C1